CC(C)N The molecule is a member of the class of alkylamines that is propane carrying an amino group at position 2. It is a member of alkylamines and a primary aliphatic amine. It is a conjugate base of an isopropylaminium.